BrC1=C(C=CC(=C1)C)\C=N\CC(OC)OC (E)-1-(2-Bromo-4-methylphenyl)-N-(2,2-dimethoxyethyl)methanimine